C(CCCCCCC\C=C/C\C=C/CCCCC)OCC(CC1N(CCNC1)C)OCCCCCCCC\C=C/C\C=C/CCCCC 1,2-dilinoleyloxy-3-(N-methylpiperazinyl)propane